1-(bromomethyl)-2-cyclopropylbenzene BrCC1=C(C=CC=C1)C1CC1